O1C(=CCC1)O[Si](C)(C)C ((4,5-dihydrofuran-2-yl)oxy)trimethylsilane